C1(CC1)C([C@@H](C(=O)OC)N(C(=O)[C@@H]1[C@H](N(CC1)C(=O)OC(C)(C)C)CO)C)C tert-Butyl (2S,3S)-3-(((2S)-3-cyclopropyl-1-methoxy-1-oxobutan-2-yl) (methyl)carbamoyl)-2-(hydroxymethyl)pyrrolidine-1-carboxylate